N-(5-fluoro-2-phenyl-1,3-benzoxazol-6-yl)-N'-[(pyridin-4-yl)methyl]urea FC=1C(=CC2=C(N=C(O2)C2=CC=CC=C2)C1)NC(=O)NCC1=CC=NC=C1